COC(NCC1CCC2(CCCN12)COC=1N=C(C2=C(N1)C(=C(N=C2)C2=CC=CC1=CC=CC(=C21)Cl)F)N2CC1CCC(C2)N1)=O methyl((7a-(((4-(3,8-diazabicyclo[3.2.1]octan-3-yl)-7-(8-chloronaphthalen-1-yl)-8-fluoropyrido[4,3-d]pyrimidin-2-yl)oxy)methyl)hexahydro-1H-pyrrolizin-3-yl)methyl)carbamate